4-((2-(azetidin-1-ylmethyl)-6-fluorobenzyl)amino)-2,6-difluoro-N-(6-fluoropyridin-2-yl)benzenesulfonamide formate C(=O)O.N1(CCC1)CC1=C(CNC2=CC(=C(C(=C2)F)S(=O)(=O)NC2=NC(=CC=C2)F)F)C(=CC=C1)F